nickel-manganese sulfate salt S(=O)(=O)([O-])[O-].[Mn+2].[Ni+2].S(=O)(=O)([O-])[O-]